ClC1=NN2C(N=CC(=C2C(C)OC)N2CC(CC(=C2)C(F)(F)F)(OCC=O)NC(=O)N)=C1 1-(2-chloro-7-(1-methoxyethyl)pyrazolo[1,5-a]pyrimidin-6-yl)-3-(2-Oxoethoxy)-5-trifluoromethylpyridin-3-ylurea